7-(phenyl-(2H-tetrazol-5-yl)methyl)-2,7-diazaspiro[3.5]nonane-2-carboxylic acid tert-butyl ester C(C)(C)(C)OC(=O)N1CC2(C1)CCN(CC2)C(C=2N=NNN2)C2=CC=CC=C2